1-(2-aminoethyl)-1H-imidazole-4-carboxylic acid ethyl ester C(C)OC(=O)C=1N=CN(C1)CCN